5-fluoro-3-(methylthio)-2-phenyl-1-tosyl-1H-indole FC=1C=C2C(=C(N(C2=CC1)S(=O)(=O)C1=CC=C(C)C=C1)C1=CC=CC=C1)SC